COC(=O)C1=CC=C(C=C1)[C@@H]1C=C(CCN1C(=O)OCC1=CC=CC=C1)C1=NC(=CC=C1)C benzyl (S)-6'-(4-(methoxycarbonyl) phenyl)-6-methyl-3',6'-dihydro-[2,4'-bipyridine]-1'(2'H)-carboxylate